(4-(1-(3-(cyanomethyl)-1-(ethylsulfonyl) azetidin-3-yl)-1H-pyrazol-4-yl)-7H-pyrrolo[2,3-D]pyrimidin-7-yl) pivalate C(C(C)(C)C)(=O)ON1C=CC2=C1N=CN=C2C=2C=NN(C2)C2(CN(C2)S(=O)(=O)CC)CC#N